N=1C(=NN2C1C=CC=C2)NC(CN2C(C1=CC=C(C=C1C(=N2)Br)Br)=O)=O N-([1,2,4]triazolo[1,5-a]pyridin-2-yl)-2-(4,6-dibromo-1-oxophthalazin-2(1H)-yl)acetamide